FC(C(=O)O)(F)F.C1(=CC=CC=C1)S(=O)(=O)N benzenesulfonamide trifluoroacetate